(S)-4-(((S)-3-fluoro-2-methoxypropyl)(4-(5,6,7,8-tetrahydro-1,8-naphthyridin-2-yl)butyl)amino)-2-(2-(3-fluoropyridin-2-yl)acetamido)butanoic acid FC[C@H](CN(CC[C@@H](C(=O)O)NC(CC1=NC=CC=C1F)=O)CCCCC1=NC=2NCCCC2C=C1)OC